(2S)-2-[[2-(4-methylsulfonylanilino)-5-[3-(trifluoromethyl)-1H-1,2,4-triazol-5-yl]pyrimidin-4-yl]amino]-2-phenyl-ethanol CS(=O)(=O)C1=CC=C(NC2=NC=C(C(=N2)N[C@H](CO)C2=CC=CC=C2)C2=NC(=NN2)C(F)(F)F)C=C1